FC=1C=C2C(=NNC2=CC1OCCOC)C1=CC(=NO1)C1=CC=C(C=C1)C(=O)N1CC=2C=NC=CC2C1 5-Fluoro-6-(2-methoxyethoxy)-3-[3-(4-{1H,2H,3H-pyrrolo[3,4-c]pyridin-2-carbonyl}phenyl)-1,2-oxazol-5-yl]-1H-indazol